C[C@@]1(CC2(OCCO2)CC(C1)(C)C)CN |r| rac-(7,9,9-trimethyl-1,4-dioxaspiro[4.5]decan-7-yl)methanamine